2-(1-(1-(5-ethylpyrimidin-2-yl)piperidin-4-yl)ethoxy)-5-(pyridin-4-yl)thiazolo[5,4-b]pyridine C(C)C=1C=NC(=NC1)N1CCC(CC1)C(C)OC=1SC2=NC(=CC=C2N1)C1=CC=NC=C1